C(CC(C)C)CC(=O)O.C(C)(=O)OCCC(C)C isoamyl acetate (isoamyl acetate)